N1(N=NN=C1)C[C@H](C)OC=1C=C(C=CC1Cl)C=1C=NC(=NC1)NC=1C(=NN(C1)C1CCC(CC1)N1CCOCC1)OCCOCCOCCOCCOCCOCCOCCOC 5-(3-(((S)-1-(1H-tetrazol-1-yl)propan-2-yl)oxy)-4-chlorophenyl)-N-(3-((2,5,8,11,14,17,20-heptaoxadocosan-22-yl)oxy)-1-((1r,4r)-4-morpholinocyclohexyl)-1H-pyrazol-4-yl)pyrimidin-2-amine